C[Si](CC(=C(F)F)C1=CC=C(C#N)C=C1)(C1=CC=CC=C1)C 4-(3-(dimethyl-(phenyl)silyl)-1,1-difluoroprop-1-en-2-yl)benzonitrile